OCC1=C(C=CC(=N1)C(CC(=O)OCC)C1=C(C=2N(C=C1)C(=NN2)C(F)(F)F)C)C Ethyl 3-(6-(hydroxymethyl)-5-methylpyridin-2-yl)-3-(8-methyl-3-(trifluoromethyl)-[1,2,4]triazolo[4,3-a]pyridin-7-yl)propanoate